4-[(1S,4R,5R)-5-{[5-cyclopropyl-3-(2,6-dichlorophenyl)-1,2-oxazol-4-yl]methoxy}-3-oxo-2-azabicyclo[2.2.1]heptan-2-yl]-N-[(2,2-dimethyloxan-4-yl)sulfonyl]benzamide C1(CC1)C1=C(C(=NO1)C1=C(C=CC=C1Cl)Cl)CO[C@H]1[C@@H]2C(N([C@H](C1)C2)C2=CC=C(C(=O)NS(=O)(=O)C1CC(OCC1)(C)C)C=C2)=O